N-((R)-1-(3,5-dichloropyridin-2-yl)-2,2,2-trifluoroethyl)-2-(2,6-dioxopiperidin-3-yl)-4-fluoro-1-oxoisoindoline-5-carboxamide ClC=1C(=NC=C(C1)Cl)[C@H](C(F)(F)F)NC(=O)C=1C(=C2CN(C(C2=CC1)=O)C1C(NC(CC1)=O)=O)F